2-(3,4-dimethylphenyl)-7-oxo-6,7-dihydrothiazolo[4,5-c]pyridine-6-carboxylic acid CC=1C=C(C=CC1C)C=1SC2=C(C=NC(C2=O)C(=O)O)N1